[B].[Co] Cobalt-Boron